BrC1COCC1 3-bromooxolane